C(C)(C)(C)OC(CC(=O)N)C 3-(tert-butoxy)butyramide